titanium tris(ethylacetoacetate) monon-butoxide [O-]CCCC.C(C)CC(CC(=O)[O-])=O.C(C)CC(CC(=O)[O-])=O.C(C)CC(CC(=O)[O-])=O.[Ti+4]